FC1=C(C(=O)NC=2OC(=NN2)C)C=CC(=C1S(=O)CCC)C(F)(F)F 2-fluoro-N-(5-methyl-1,3,4-oxadiazol-2-yl)-3-propylsulfinyl-4-(trifluoromethyl)benzamide